N(=[N+]=[N-])CC=1N=C2N(C=C(C=C2)CN(C(OC(C)(C)C)=O)CC23CC(C2)(C3)F)C1 Tert-butyl N-[[2-(azidomethyl)imidazo[1,2-a]pyridin-6-yl]methyl]-N-[(3-fluoro-1-bicyclo[1.1.1]pentyl)methyl]carbamate